CC=1N=C2N(N=C(C=C2C)C2=CC3=CN(N=C3C(=C2)F)C2CCN(C3(CC3)C2)CCO)C1 2-[7-[5-(2,8-dimethylimidazo[1,2-b]pyridazin-6-yl)-7-fluoro-indazol-2-yl]-4-azaspiro[2.5]octan-4-yl]ethanol